8-(methyl-(thiophene-3-ylmethyl)carbamoyl)-3,8-diazabicyclo[3.2.1]octane-2-carboxylic acid CN(C(=O)N1C2C(NCC1CC2)C(=O)O)CC2=CSC=C2